5-(4-nitrophenyl)-1H-tetrazole [N+](=O)([O-])C1=CC=C(C=C1)C1=NN=NN1